trans-4-[(2,4-difluorobenzyl)oxy]-N-[3-(4-ethyl-5-fluoro-6-oxo-1,6-dihydropyrimidin-2-yl)-2-fluoro-4-(trifluoromethyl)benzyl]cyclohexane-1-carboxamide FC1=C(CO[C@@H]2CC[C@H](CC2)C(=O)NCC2=C(C(=C(C=C2)C(F)(F)F)C=2NC(C(=C(N2)CC)F)=O)F)C=CC(=C1)F